CC1=CC=C(OC2=CC(=NC=N2)C(=O)N2CCN(CC2)CC2=NC3=C(N2C[C@H]2OCC2)C=C(C=C3)C(=O)O)C=C1 2-({4-[6-(4-methylphenoxy)pyrimidine-4-carbonyl]piperazin-1-yl}methyl)-1-{[(2S)-oxetan-2-yl]methyl}-1H-1,3-benzodiazole-6-carboxylic acid